2-((4R,4aS,7R,7aR,12bS)-3-(cyclopropylmethyl)-4a-hydroxy-9-methoxy-2,3,4,4a,5,6,7,7a-octahydro-1H-4,12-methanobenzofuro[3,2-e]isoquinolin-7-yl)isoindoline-1,3-dione C1(CC1)CN1[C@H]2[C@@]3(CC[C@H]([C@H]4[C@]3(CC1)C1=C(O4)C(=CC=C1C2)OC)N2C(C1=CC=CC=C1C2=O)=O)O